CC=1N(C(=NN1)C1=CC=CC(=N1)N1CC=2C(=NC(=CC2C1=O)N1[C@@H](CCC1)C)CNC)C1=CC=CC=C1 (R)-2-(6-(5-methyl-4-phenyl-4H-1,2,4-triazol-3-yl)pyridin-2-yl)-4-((methylamino)methyl)-6-(2-methylpyrrolidin-1-yl)-2,3-dihydro-1H-pyrrolo[3,4-c]pyridin-1-one